tert-Butyl (S)-2-amino-2-(5-methoxy-2-nitrophenyl)propanoate N[C@@](C(=O)OC(C)(C)C)(C)C1=C(C=CC(=C1)OC)[N+](=O)[O-]